methyl-2-(piperazin-1-yl)-5-(trifluoromethyl)nicotinamide hydrochloride Cl.CC1=NC(=C(C(=O)N)C=C1C(F)(F)F)N1CCNCC1